C(C1=CC=CC=C1)OCN1C(N(C=C(C1=O)C)[C@@H]1O[C@](C(OC1O)O)(CO[Si](C(C)C)(C(C)C)C(C)C)COC(C1=CC=CC=C1)(C1=CC=C(C=C1)OC)C1=CC=C(C=C1)OC)=O 3-(benzyloxymethyl)-1-[(2R,6S)-6-[[bis(4-methoxyphenyl)-phenyl-methoxy]methyl]-3,5-dihydroxy-6-(triisopropylsilyloxymethyl)-1,4-dioxan-2-yl]-5-methyl-pyrimidine-2,4-dione